BrC=1C=C2CCC(C2=CC1)N1CCNCC1 1-(5-bromo-2,3-dihydro-1H-inden-1-yl)piperazine